FC1(CCC2=C1N=C(N=C2C=2C=C(CN1S(CCC1)(=O)=O)C=CC2)N2[C@H]([C@@H](C2)O)C)F 2-(3-(7,7-difluoro-2-((2S,3R)-3-hydroxy-2-methylazetidin-1-yl)-6,7-dihydro-5H-cyclopenta[d]pyrimidin-4-yl)benzyl)isothiazolidine 1,1-dioxide